2-ethyl-2-Butyl-propanediol acrylate C(C=C)(=O)OC(C(C)(CCCC)CC)O